butyl 3-(8-fluoro-7-(3-hydroxynaphthalen-1-yl)-2-((3-oxohexahydro-1H-pyrrolizin-7a-yl)methoxy)pyrido[4,3-d]pyrimidin-4-yl)-3,8-diazabicyclo[3.2.1]octane-8-carboxylate FC1=C(N=CC2=C1N=C(N=C2N2CC1CCC(C2)N1C(=O)OCCCC)OCC12CCCN2C(CC1)=O)C1=CC(=CC2=CC=CC=C12)O